4-chloro-N-cyclooctyl-1H-pyrrolo[2,3-b]pyridine-2-carboxamide ClC1=C2C(=NC=C1)NC(=C2)C(=O)NC2CCCCCCC2